(1S,2S,5R)-2-(but-1-en-2-yl)-3,8-diazabicyclo[3.2.1]octane-8-carboxylic acid tert-butyl ester C(C)(C)(C)OC(=O)N1[C@@H]2[C@@H](NC[C@H]1CC2)C(=C)CC